C(C)S(=O)(=O)C=1C(=NC=C(C1)OC1=NC=CC=C1)C1=NC=C2N1C=CN=C2OCC(C(F)(F)F)(F)F 3-[3-ethylsulfonyl-5-(2-pyridyloxy)-2-pyridyl]-8-(2,2,3,3,3-penta-fluoropropoxy)imidazo[1,5-a]pyrazine